FC=1C=C2CC3(CCN(CC3)C(=O)OC(C)(C)C)C(C2=CC1F)=O tert-butyl 5,6-difluoro-1-oxo-spiro[indan-2,4'-piperidine]-1'-carboxylate